C(C)C=1N(C(=CC1C1=NC2=C(N1C)C(=CC(=C2)C(=O)N2[C@@H]1CC[C@H](C2)[C@H]1NC(OC(C)(C)C)=O)OC)C)C1=CC=CC=C1 tert-butyl N-[(1R,4R,7R)-2-[2-(2-ethyl-5-methyl-1-phenyl-1H-pyrrol-3-yl)-7-methoxy-1-methyl-1H-1,3-benzodiazole-5-carbonyl]-2-azabicyclo[2.2.1]heptan-7-yl]carbamate